phosphorus cobalt salt [Co].[P]